5-(2,4-Dioxo-1,3-diazinan-1-yl)-2-fluoro-4-methylbenzoic acid O=C1N(CCC(N1)=O)C=1C(=CC(=C(C(=O)O)C1)F)C